N-(2-(2-Azabicyclo[3.1.0]hexan-2-yl)-6-methylpyrimidin-4-yl)-4-((2-hydroxyethyl)sulfonamido)-2-(6-azaspiro[2.5]octan-6-yl)benzamide C12N(CCC2C1)C1=NC(=CC(=N1)NC(C1=C(C=C(C=C1)NS(=O)(=O)CCO)N1CCC2(CC2)CC1)=O)C